C[Si](OP(=O)(O[Si](C)(C)C)C(C=1C=C2C=C(NC2=CC1)C(=O)OC1=CC=C(C=C1)[N+](=O)[O-])(F)F)(C)C 4-nitrophenyl 5-((bis((trimethylsilyl) oxy) phosphoryl) difluoromethyl)-1H-indole-2-carboxylate